P1C=CC=C1.[Ge] germanium phosphole